(R,E)-N-(1-(4-chlorophenyl)ethyl)-2-cyano-3-(4-methyl-5-(1-methyl-1H-pyrazol-4-yl)-1H-pyrrolo[2,3-b]pyridin-3-yl)acrylamide ClC1=CC=C(C=C1)[C@@H](C)NC(\C(=C\C1=CNC2=NC=C(C(=C21)C)C=2C=NN(C2)C)\C#N)=O